(2-(1-((1S,4S)-4-(6-fluoroquinolin-4-yl)cyclohexyl)ethyl)-1H-benzo[d]imidazol-6-yl)alanine methyl-10-undecenoate CC(C(=O)O)CCCCCCCC=C.FC=1C=C2C(=CC=NC2=CC1)C1CCC(CC1)C(C)C1=NC2=C(N1)C=C(C=C2)N[C@@H](C)C(=O)O